C[C@H]1N([C@@H](C2=CC=C3C(=C2C1)OC(N3)=O)C3=CC=C(C=N3)OCCN3CCN(CC3)C(=O)OC(C)(C)C)CC(F)(F)F tert-butyl 4-(2-((6-((6S,8R)-8-methyl-2-oxo-7-(2,2,2-trifluoroethyl)-2,3,6,7,8,9-hexahydrooxazolo[5,4-f]isoquinolin-6-yl)pyridin-3-yl)oxy)ethyl)piperazine-1-carboxylate